C(#N)C1=CC(=C(C(=O)O)C(=C1)O)O 4-cyano-2,6-dihydroxybenzoic acid